FC1=C(C=CC(=C1)F)NC(C=C)=O N-(2,4-difluorophenyl)prop-2-enamide